ClC1=C(C=CC=C1)C(CC1=CC=CC=C1)(Cl)Cl 1-chloro-2-(dichlorobenzylmethyl)benzene